C(C)[C@@H]1N(CC2=CC(=CC(=C2C1)F)C(=O)NO)C[C@@H]1OCCCC1 (3S)-3-ethyl-5-fluoro-2-[[(2R)-tetrahydropyran-2-yl]methyl]-3,4-dihydro-1H-isoquinoline-7-carbohydroxamic acid